(S)-2-((7-(3-((4-chloro-2-fluorobenzyl)oxy)phenyl)-5-fluoro-2,3-dihydrobenzofuran-4-yl)methyl)-4-methoxy-1-(oxetane-2-ylmethyl)-1H-benzo[d]imidazole-6-carboxylic acid ClC1=CC(=C(COC=2C=C(C=CC2)C2=CC(=C(C=3CCOC32)CC3=NC2=C(N3C[C@H]3OCC3)C=C(C=C2OC)C(=O)O)F)C=C1)F